tert-butyl (2S,4S)-4-[3-(2,6-dioxo-3-piperidyl)-1-methyl-indazol-6-yl]-2-methyl-piperidine-1-carboxylate O=C1NC(CCC1C1=NN(C2=CC(=CC=C12)[C@@H]1C[C@@H](N(CC1)C(=O)OC(C)(C)C)C)C)=O